BrC1=CC(=CS1)/C=C/C(=O)C1=C(C2=C(NC1=O)SC=C2)C (E)-5-(3-(5-bromothiophen-3-yl)acryloyl)-4-methylthieno[2,3-b]pyridin-6(7H)-one